6-methylbenzo[c][1,2,5]thiadiazol-5-amine CC=1C(=CC=2C(=NSN2)C1)N